CC=1NC(C=2SC=C3OCCCC1C32)=O 7-methyl-12-oxa-3-thia-6-azatricyclo[6.4.1.04,13]trideca-1,4(13),7-trien-5-one